ClC1=CN=C2N1N=C(C=C2[C@@H]2[C@H](C2)C2=CC=C1C(=NN(C1=C2)CC(F)(F)F)F)C=2C(NC(NC2)=O)=O 5-[3-chloro-8-[(1S,2S)-2-[3-fluoro-1-(2,2,2-trifluoroethyl)indazol-6-yl]cyclopropyl]imidazo[1,2-b]pyridazin-6-yl]-1H-pyrimidine-2,4-dione